FC1=CC=C(C=C1)C=1C=CC2=C(N(C=N2)CC(C)(O)C)C1 1-[6-(4-fluorophenyl)-1H-benzimidazol-1-yl]-2-methylpropan-2-ol